maleimidoethyl cyclohexane-1-carboxylate C1(CCCCC1)C(=O)OCCN1C(C=CC1=O)=O